ClC=1C=C(C(=NC1)OC)S(=O)(=O)NC1=C(C(=CC=C1)C1=CC2=C(N=C(N=C2)NCC)N2C1=NN=C2)F 5-Chloro-N-(3-(2-(ethylamino)-[1,2,4]triazolo[4',3':1,6]pyrido[2,3-d]pyrimidin-6-yl)-2-fluorophenyl)-2-methoxypyridine-3-sulfonamide